tert-butyl (2S,4R)-2-(((S)-(3,5-difluoro-4-isopropylphenyl)(phenyl)methyl)carbamoyl)-4-fluoropyrrolidine-1-carboxylate FC=1C=C(C=C(C1C(C)C)F)[C@H](C1=CC=CC=C1)NC(=O)[C@H]1N(C[C@@H](C1)F)C(=O)OC(C)(C)C